N'-(4-chlorobenzyl)-6-(4-cyclopropoxyphenyl)pyrazine-2-carbohydrazide ClC1=CC=C(CNNC(=O)C2=NC(=CN=C2)C2=CC=C(C=C2)OC2CC2)C=C1